N-(6-((5-bromo-2-((5-chloro-2-methoxy-4-(4-(4-methylpiperazin-1-yl)piperidine-1-yl)phenyl)amino)pyrimidin-4-yl)amino)benzofuran-5-yl)-N-methylmethanesulfonamide BrC=1C(=NC(=NC1)NC1=C(C=C(C(=C1)Cl)N1CCC(CC1)N1CCN(CC1)C)OC)NC1=CC2=C(C=CO2)C=C1N(S(=O)(=O)C)C